Cobalt(II) sulfid [Co]=S